O=C1NC(CCC1N1C(C2=CC=C(C=C2C1)C1CCN(CC1)C(=O)C=1NC2=CC(=CC=C2C1C)C#N)=O)=O 2-(4-(2-(2,6-dioxopiperidin-3-yl)-1-oxoisoindolin-5-yl)piperidine-1-carbonyl)-3-methyl-1H-indole-6-carbonitrile